2-(6-benzyl-5-methyl-pyrido[4,3-b]carbazol-9-yl)oxyethanamine C(C1=CC=CC=C1)N1C=2C=CC(=CC2C=2C=C3C(=C(C12)C)C=CN=C3)OCCN